OC1=C(C(=O)OCC)C(=CC(=C1)O)OC ethyl 2,4-dihydroxy-6-methoxybenzoate